C(CC)(=O)C1CCC(CC1)NC(OC(C)(C)C)=O tert-butyl [(1r,4r)-4-propanoylcyclohexyl]carbamate